[SH+]1C=CC=C1 thiophenium